1-[2-(1,4-diazacycloheptan-1-yl)-5-fluoropyrimidin-4-yl]-N-{imidazo[1,2-a]pyridin-3-ylmethyl}azetidine-3-carboxamide Tert-butyl-(2-(1H-indol-3-yl)ethyl)carbamate C(C)(C)(C)N(C(O)=O)CCC1=CNC2=CC=CC=C12.N1(CCNCCC1)C1=NC=C(C(=N1)N1CC(C1)C(=O)NCC1=CN=C2N1C=CC=C2)F